NC1=NC=C(C2=C1C(=NN2C)C2=CC(=C(C=C2)NS(=O)(=O)C(F)F)OC(COC)C2=CC=C(C=C2)F)C=2C=NN(C2)C2CCN(CC2)C N-(4-(4-amino-1-methyl-7-(1-(1-methylpiperidin-4-yl)-1H-pyrazol-4-yl)-1H-pyrazolo[4,3-c]pyridin-3-yl)-2-(1-(4-fluorophenyl)-2-methoxyethoxy)phenyl)-1,1-difluoromethane-sulfonamide